3-(3,5-dichloro-7-{[(furan-2-yl)methyl]amino}thieno[3,2-b]pyridin-2-yl)-N-(2-fluorophenyl)-D-alaninamide ClC1=C(SC=2C1=NC(=CC2NCC=2OC=CC2)Cl)C[C@@H](N)C(=O)NC2=C(C=CC=C2)F